NC1=C(C2=NC=3C=CC=CC3N=C2N1C1=CC(=CC=C1)OC)C(=O)N 2-amino-1-(3-methoxyphenyl)pyrrolo[3,2-b]quinoxaline-3-carboxamide